3-buten-2-yltri(n-butoxy)tin CC(C=C)[Sn](OCCCC)(OCCCC)OCCCC